4-((4bS,5R,6S,7S,7aR)-6-((6-oxa-3-azabicyclo[3.1.1]heptan-3-yl)methyl)-4b,5-dihydroxy-4-methoxy-7-phenyl-4b,5,6,7-tetrahydro-7aH-cyclopenta[4,5]furo[2,3-c]pyridin-7a-yl)benzonitrile C12CN(CC(O1)C2)C[C@@H]2[C@H]([C@]1([C@](C3=C(C=NC=C3OC)O1)([C@@H]2O)O)C2=CC=C(C#N)C=C2)C2=CC=CC=C2